3-(5-((4-(4-((1R,2S)-6-hydroxy-2-phenyl-1,2,3,4-tetrahydronaphthalen-1-yl)phenyl)piperazin-1-yl)methyl)-1-oxoisoindolin-2-yl)-1-methylpiperidine-2,6-dione OC=1C=C2CC[C@@H]([C@@H](C2=CC1)C1=CC=C(C=C1)N1CCN(CC1)CC=1C=C2CN(C(C2=CC1)=O)C1C(N(C(CC1)=O)C)=O)C1=CC=CC=C1